5-bromo-3-((4-chlorophenylimino)meth-yl)-2-hydroxyphenyl isobutyrate C(C(C)C)(=O)OC1=C(C(=CC(=C1)Br)C=NC1=CC=C(C=C1)Cl)O